CC1=NC2=CC(=CC(=C2C=N1)C)C#CC=1C2=C(C=NC1OC)C(=NO2)OC2=CC(=CC(=C2)CN2CCOCC2)C 7-((2,5-dimethyl-quinazolin-7-yl)ethynyl)-6-methoxy-3-(3-methyl-5-(morpholinomethyl)phenoxy)isoxazolo[4,5-c]pyridine